ethylsilanol-hydroxyproline aspartate N[C@@H](CC(=O)O)C(=O)O.N1[C@@H](C[C@@H](O)C1)C(=O)O.C(C)[SiH2]O